(R)-1-((3,3-dimethyl-2,3-dihydrobenzofuran-6-yl)methyl)-3-(2-isopropylphenyl)piperazine CC1(COC2=C1C=CC(=C2)CN2C[C@H](NCC2)C2=C(C=CC=C2)C(C)C)C